tert-Butyl 2-chloro-4-[(3R)-3-methylmorpholin-4-yl]-6,8-dihydro-5H-pyrido[3,4-d]pyrimidine-7-carboxylate ClC=1N=C(C2=C(N1)CN(CC2)C(=O)OC(C)(C)C)N2[C@@H](COCC2)C